racemic-(3R,4S)-4-(hydroxymethyl)-3-(1-methyl-1H-pyrazol-4-yl)piperidine-1-carboxylic acid tert-butyl ester C(C)(C)(C)OC(=O)N1C[C@H]([C@H](CC1)CO)C=1C=NN(C1)C |r|